CN1N=CC(=C1)C(=O)NC1=NNC(=C1)[C@@H]1C[C@@H](CC1)N(C(O)=O)[C@@H](C)CC.BrCC1=C(C=C(C=C1)C(C)(C)C)CBr 1,2-bis(bromomethyl)-4-(tert-butyl)benzene (1R,3S)-3-(3-{[(1-methyl-1H-pyrazol-4-yl)carbonyl]amino}-1H-pyrazol-5-yl)cyclopentyl-(2S)-butan-2-ylcarbamate